1-carbamoyl-cyclopropanecarboxylic acid methyl ester COC(=O)C1(CC1)C(N)=O